C1(=CC=C(C=C1)C=CC(=O)O)C=CC(=O)O 4-benzenediacrylic acid